(S)-(3-chlorophenyl)(cyclopentyl)methylamine ClC=1C=C(C=CC1)NCC1CCCC1